2-methoxy-N-((1s,4s)-4-((7-morpholinoquinazolin-5-yl)oxy)cyclohexyl)acetamide COCC(=O)NC1CCC(CC1)OC1=C2C=NC=NC2=CC(=C1)N1CCOCC1